[Si]([O-])([O-])([O-])[O-].[Al+3].[Na+] sodium aluminum monosilicate